3-Tolyl-magnesium bromide C1(=CC(=CC=C1)[Mg]Br)C